C1(=CC=CC=C1)CCCCCS(=O)(=O)CC1=CC=CC=C1 5-phenyl-pentane-1-sulfonylmethylbenzene